ethyl (Z)-2-azido-3-(2-methylthiazol-5-yl)acrylate N(=[N+]=[N-])\C(\C(=O)OCC)=C/C1=CN=C(S1)C